ClC1=CC=C(C=C1)C(C(F)(F)F)N(S(=O)(=O)C=1N=NC(=CC1)O)C N-(1-(4-chlorophenyl)-2,2,2-trifluoroethyl)-6-hydroxy-N-methylpyridazine-3-sulfonamide